2-butylpropan-1,3-diol C(CCC)C(CO)CO